5-bromo-N-[1-(2-pyrimidin-2-yl-1,2,4-triazol-3-yl)ethyl]-1,2-benzoxazol-3-amine BrC=1C=CC2=C(C(=NO2)NC(C)C=2N(N=CN2)C2=NC=CC=N2)C1